8-fluoro-7-(7-fluoro-8-((triisopropylsilyl)ethynyl)naphthalen-1-yl)pyrido[4,3-d]-pyrimidine-2,4-diol FC1=C(N=CC2=C1N=C(N=C2O)O)C2=CC=CC1=CC=C(C(=C21)C#C[Si](C(C)C)(C(C)C)C(C)C)F